N-(3-(4,6-dimethylpyridin-3-yl)-1-methyl-2-oxo-1,2-dihydro-1,6-naphthyridin-7-yl)cyclopropanecarboxamide CC1=C(C=NC(=C1)C)C=1C(N(C2=CC(=NC=C2C1)NC(=O)C1CC1)C)=O